(4-piperidyl)carbamate N1CCC(CC1)NC([O-])=O